Scandium-vanadium [V].[Sc]